rac-(1S*,2S*)-2-(3-chlorophenyl)-N-(6-(((6-cyclopropyl-8-(methylsulfonyl)imidazo[1,2-a]pyridin-2-yl)methyl)amino)pyrimidin-4-yl)cyclopropane-1-carboxamide ClC=1C=C(C=CC1)[C@@H]1[C@H](C1)C(=O)NC1=NC=NC(=C1)NCC=1N=C2N(C=C(C=C2S(=O)(=O)C)C2CC2)C1 |r|